C1=CC(=CC=C1C2=C3C=CC(=C(C4=NC(=C(C5=CC=C(N5)C(=C6C=CC2=N6)C7=CC=C(C=C7)S(=O)(=O)O)C8=CC=C(C=C8)S(=O)(=O)O)C=C4)C9=CC=C(C=C9)S(=O)(=O)O)N3)S(=O)(=O)O meso-tetra(4-sulfonatophenyl)porphine